ClC1=CC=C(C=2C=COC21)F 7-Chloro-4-fluoro-1-benzofuran